C(C1=CC=CC=C1)OC(=O)N1CCN(CC1)CC1CCC2(CCNCC2)CC1 9-((4-((benzyloxy)carbonyl)piperazin-1-yl)methyl)-3-azaspiro[5.5]undecan